C(C)(=O)NCCC1=CNC2=CC=CC(=C12)OC(CC)=O propionic acid 3-(2-acetamido ethyl)-1H-indol-4-yl ester